((piperidin-4-yloxy)methyl)isoxazole hydrochloride Cl.N1CCC(CC1)OCC1=NOC=C1